(3-Bromo-6,7-dihydropyrazolo[1,5-a]pyrazin-5(4H)-yl)(phenyl)methanone BrC=1C=NN2C1CN(CC2)C(=O)C2=CC=CC=C2